(5-amino-1,3,4-oxadiazol-2-yl)-4-cyclobutyl-2-methylbenzonitrile NC1=NN=C(O1)C=1C(=C(C#N)C=CC1C1CCC1)C